C1(=CC=CC=C1)C1=NC(=C(N=C1C1=CC=CC=C1)C1=CC=CC=C1)C1=CC(=CC=C1)B1OC(C(O1)(C)C)(C)C 2,3,5-triphenyl-6-(3-(4,4,5,5-tetramethyl-1,3,2-dioxaborolan-2-yl)phenyl)pyrazine